NC1=C(C=C(C=C1)F)OB(O)O (2-amino-5-fluorophenyl)boric acid